2-[(3-{3-[(4-chloro-2-fluorophenoxy)methyl]-5-fluorophenyl}-2,5-dihydro-1H-pyrrol-1-yl)methyl]-1-{[(2S)-oxetan-2-yl]methyl}-1H-1,3-benzodiazole-6-carboxylic acid ClC1=CC(=C(OCC=2C=C(C=C(C2)F)C=2CN(CC2)CC2=NC3=C(N2C[C@H]2OCC2)C=C(C=C3)C(=O)O)C=C1)F